6,6-dimethyl-1,3,5-triazine CC1(N=CN=CN1)C